ClC=1N=CN(C1)C1=NC=CC(=N1)N1CCN(CC1)CC1=CC=C(CC=2C=3C4=C(C(N(C4=CC2)C2C(NC(CC2)=O)=O)=O)C=CC3)C=C1 3-(6-(4-((4-(2-(4-chloro-1H-imidazol-1-yl)pyrimidin-4-yl)piperazin-1-yl)methyl)benzyl)-2-oxobenzo[cd]indol-1(2H)-yl)piperidine-2,6-dione